FC(CN1N=NC2=C1C=C(C=C2)C2=CNC=1N=C(N=CC12)NC1CC(C1)(C)N1C(CCC1)=O)F 1-((1s,3s)-3-((5-(1-(2,2-difluoroethyl)-1H-benzo[d][1,2,3]triazol-6-yl)-7H-pyrrolo[2,3-d]pyrimidin-2-yl)amino)-1-methylcyclobutyl)pyrrolidin-2-one